6-(4-(oxetan-3-yl)piperazin-1-yl)pyridin-3-one O1CC(C1)N1CCN(CC1)C=1C=CC(CN1)=O